S1SSSSNC1 pentathiazepan